OC1C(C=CC(=C1)N)(C=CC)OC1(C(C=C(C=C1)N)O)C=CC (2-hydroxy)-1-propenyl-4-aminophenyl ether